ClC=1C(C2=C(C=CC(=C2C(C1)=O)OC)OC)=O 2-chloro-5,8-dimethoxy-1,4-naphthoquinone